C(#N)C=1C=CC=2N(C(N=C(C2N1)N1C[C@H](N(C[C@@H]1CC)C(CNC(OCC)=O)C1=CC=C(C=C1)C(F)(F)F)CC)=O)C ethyl (2-((2R,5S)-4-(6-cyano-1-methyl-2-oxo-1,2-dihydropyrido[3,2-d]pyrimidin-4-yl)-2,5-diethylpiperazin-1-yl)-2-(4-(trifluoromethyl) phenyl)ethyl)carbamate